tert-butyl 3-[2-[2-[2-(2-aminoethoxy)ethoxy]ethoxy]ethoxy]propanoate NCCOCCOCCOCCOCCC(=O)OC(C)(C)C